[(diphenyl-triazinyl)phenyl](biphenylyl)dibenzoselenophene C1(=CC=CC=C1)C1=C(C(=NN=N1)C1=C(C=CC=C1)C1=C(C2=C([Se]C3=C2C=CC=C3)C=C1)C1=C(C=CC=C1)C1=CC=CC=C1)C1=CC=CC=C1